ON1[C@@H]2CC[C@H](N(C1=O)C2)C(=O)NNC(CNC(OC(C)(C)C)=O)=O |r| tert-Butyl [2-(2-{[(2SR,5RS)-6-hydroxy-7-oxo-1,6-diazabicyclo[3.2.1]oct-2-yl]carbonyl}hydrazinyl)-2-oxoethyl]carbamate